CC1=C(N=C(O1)C1=C(C=CC=C1[2H])[2H])CCO 2-(5-methyl-2-(phenyl-2,6-d2)oxazol-4-yl)ethan-1-ol